3-(3-(4-Chlorophenyl)-5-(quinoxalin-6-yl)-4,5-dihydro-1H-pyrazol-1-yl)benzoic acid ClC1=CC=C(C=C1)C1=NN(C(C1)C=1C=C2N=CC=NC2=CC1)C=1C=C(C(=O)O)C=CC1